C1(=CC=CC=C1)C1N(OCC1)C1=NC(=NC=C1)NC1=CC(=C(C(=C1)OC)OC)OC 4-(3-phenylisooxazolidin-2-yl)-N-(3,4,5-trimethoxyphenyl)pyrimidin-2-amine